FC1=CC=C(S1)CC[C@@]1(CN(CC1)C(C)(C)C=1C=NC(=CC1)C)[C@@H](C)NC(=O)NC1=CC=CC=C1 |o1:8| 1-((R)-1-((R or S)-3-(2-(5-fluoro-thiophen-2-yl)ethyl)-1-(2-(6-methylpyridin-3-yl)propan-2-yl)pyrrolidin-3-yl)ethyl)-3-phenylurea